Chloroformic acid 1-chloroethyl ester ClC(C)OC(=O)Cl